C(C)(C)N1N=C(C2=C1C(N(N=C2C)CC(=O)N[C@@H](C)C2=NC=C(C=C2)C(F)(F)F)=O)C (S)-2-(1-Isopropyl-3,4-dimethyl-7-oxo-1,7-dihydro-6H-pyrazolo[3,4-d]pyridazin-6-yl)-N-(1-(5-(trifluoromethyl)pyridin-2-yl)ethyl)acetamid